((4-Nitrophenoxy)(phenoxy)phosphoryl)-L-alanine cyclopropylmethyl ester C1(CC1)COC([C@@H](NP(=O)(OC1=CC=CC=C1)OC1=CC=C(C=C1)[N+](=O)[O-])C)=O